4-(4-cyano-2-methoxyphenoxy)-6-(trifluoromethyl)pyridazine-3-carboxylic acid C(#N)C1=CC(=C(OC2=C(N=NC(=C2)C(F)(F)F)C(=O)O)C=C1)OC